1-((2S,5R)-5-(4-((3-(1-isopropyl-1H-1,2,3-triazol-4-yl)phenyl)amino)-6-(pyrazin-2-yl)pyrimidin-2-yl)-2-methylpiperidin-1-yl)ethan-1-one C(C)(C)N1N=NC(=C1)C=1C=C(C=CC1)NC1=NC(=NC(=C1)C1=NC=CN=C1)[C@@H]1CC[C@@H](N(C1)C(C)=O)C